4,6-di-(1,1-dimethylethyl)-2-methyl-phenol CC(C)(C)C1=CC(=C(C(=C1)C(C)(C)C)O)C